1,11-bis((2-hydroxyoctyl)thio)undecan-6-one OC(CSCCCCCC(CCCCCSCC(CCCCCC)O)=O)CCCCCC